((2-(((3S,6S,9aS)-3-((6R,7S)-7-cyano-6-phenyl-4-azaspiro[2.4]heptane-4-carbonyl)-5-oxooctahydro-1H-pyrrolo[1,2-a]azepin-6-yl)carbamoyl)benzo[b]thiophen-5-yl)methyl)phosphonic acid C(#N)[C@H]1[C@@H](CN(C12CC2)C(=O)[C@@H]2CC[C@H]1N2C([C@H](CCC1)NC(=O)C1=CC2=C(S1)C=CC(=C2)CP(O)(O)=O)=O)C2=CC=CC=C2